5-fluoro-1-[(1r,2r)-4-(4-fluorophenyl)-2-(1H-1,2,4-triazol-1-yl)cyclopentyl]piperidin-3-amine FC1CC(CN(C1)[C@H]1[C@@H](CC(C1)C1=CC=C(C=C1)F)N1N=CN=C1)N